lauryl acrylate 2-ethylhexyl-acrylate C(C)C(COC(C=C)=O)CCCC.C(C=C)(=O)OCCCCCCCCCCCC